CNC(=O)C1=CC(=CC=2[C@H](COC21)C2=CC=CC=C2)C(=O)OC |r| (+/-)-Methyl 7-(methylcarbamoyl)-3-phenyl-2,3-dihydrobenzofuran-5-carboxylate